4-fluoro-1-[2-(5-methyl-2-oxo-2,3-dihydro-1,3,4-oxadiazol-3-yl)acetyl]-N-{phenyl[5-(propan-2-yl)pyridin-2-yl]methyl}pyrrolidine-2-carboxamide FC1CC(N(C1)C(CN1C(OC(=N1)C)=O)=O)C(=O)NC(C1=NC=C(C=C1)C(C)C)C1=CC=CC=C1